BrC1=C(C=CC=C1)C=1C=2N(C=3C=CC=CC3N1)C1=CC=CC=C1C2 6-(2-bromophenyl)indolo[1,2-a]quinoxaline